tert-butyl (3-hydroxypropyl)(naphthalen-2-ylmethyl)carbamate OCCCN(C(OC(C)(C)C)=O)CC1=CC2=CC=CC=C2C=C1